(S)-N-((3-(3-fluoro-4-(2-oxa-6-azaspiro[3.3]hept-6-yl)phenyl)-2-oxo-oxazolidin-5-yl)methyl)cyclopropanecarboxamide FC=1C=C(C=CC1N1CC2(COC2)C1)N1C(O[C@H](C1)CNC(=O)C1CC1)=O